C1(CC1)N1N=CN=C1C(=O)N[C@H](C=1OC2=C(N1)C=C(C=C2)[C@@H](COC)N2C(N[C@@H](C2)C(F)(F)F)=O)C2CCC(CC2)(F)F 1-cyclopropyl-N-((S)-(4,4-difluorocyclohexyl)(5-((S)-2-methoxy-1-((S)-2-oxo-4-(trifluoromethyl)imidazolidin-1-yl)ethyl)benzo[d]-oxazol-2-yl)methyl)-1H-1,2,4-triazole-5-carboxamide